(S)-2-((6-(2-(2-Acryloyl-2,7-diazaspiro[3.5]nonan-7-yl)ethyl)-7-fluoro-1-methyl-2-oxo-1,2,3,4,5,6-hexahydrobenzo[b][1,4]diazocin-3-yl)amino)-6-methyl-4-(trifluoromethyl)nicotinonitrile C(C=C)(=O)N1CC2(C1)CCN(CC2)CCN2C1=C(N(C([C@H](CC2)NC2=C(C#N)C(=CC(=N2)C)C(F)(F)F)=O)C)C=CC=C1F